2-{[4-(5-methoxy-3-phenyl-1H-pyrrolo[3,2-b]pyridin-2-yl)pyridin-3-yl]oxy}-N-methylethan-1-amine COC1=CC=C2C(=N1)C(=C(N2)C2=C(C=NC=C2)OCCNC)C2=CC=CC=C2